COC=1C=C2CCN3[C@@H](C2=CC1OC)C[C@H]([C@@H](C3)CC(C)C)COC(=O)N[C@@H](C(=O)O)C (2R)-2-[({[(2R,3S,11bR)-9,10-dimethoxy-3-(2-methylpropyl)-1H,2H,3H,4H,6H,7H,11bH-pyrido[2,1-a]isoquinolin-2-yl]methoxy}carbonyl)amino]propanoic acid